8-chloro-6-(((1-cyclopropyl-1H-1,2,3-triazol-4-yl)(4-methylthiazol-5-yl)methyl-d)amino)-4-(neopentylamino)quinoline-3-carbonitrile ClC=1C=C(C=C2C(=C(C=NC12)C#N)NCC(C)(C)C)NC([2H])(C1=C(N=CS1)C)C=1N=NN(C1)C1CC1